1-[4-(2,3-dihydro-1,4-benzodioxin-2-yl)benzyl]-3-methoxypyrrolidine O1C(COC2=C1C=CC=C2)C2=CC=C(CN1CC(CC1)OC)C=C2